cis-2,2-dimethyl-3-(4-(trifluoromethyl)phenyl)cyclobutan-1-ol CC1([C@H](C[C@H]1C1=CC=C(C=C1)C(F)(F)F)O)C